3-Fluoro-5-[(3S)-2-[1-[6-(3-methyltriazol-4-yl)pyrimidin-4-yl]piperidine-4-carbonyl]isoxazolidin-3-yl]benzonitrile FC=1C=C(C#N)C=C(C1)[C@H]1N(OCC1)C(=O)C1CCN(CC1)C1=NC=NC(=C1)C=1N(N=NC1)C